C(C)(C)N1C(OC(C1)(C1=CC=CC=C1)C1=CC=CC=C1)=O (4S)-(-)-isopropyl-5,5-diphenyl-2-oxazolidinone